C1(=C(C(=C(C(=C1C(=O)O)C(=O)O)C1=CC=C(C=C1)C(=O)O)C(=O)O)C(=O)O)C(=O)O 4,4'-biphenyl-hexacarboxylic acid